5-Methyl-9-(2-methyl-pyridin-3-yl)-5,6-dihydro-5,7,8,10b-tetraaza-benzo[e]azulen-4-one, dihydrochloride Cl.Cl.CN1CC2=C(N3C=CC=C3C1=O)C=C(N=N2)C=2C(=NC=CC2)C